O=C1N([Se]C2=C1C=CC=C2)C2=CC=C(C(=O)O)C=C2 4-(3-oxo-1,2-benzoselenazol-2-yl)benzoic acid